NC=1NC2=CC=CC=C2C1 azanoindole